tert-butyl N-[5-(trifluoromethoxy)-1H-indazol-6-yl]carbamate FC(OC=1C=C2C=NNC2=CC1NC(OC(C)(C)C)=O)(F)F